ClC=1C=C(C=CC1)C1=CC=C(C=C1)C1=CC=CC=C1 3-chloro-1,1':4',1''-terphenyl